N-(tert-Butoxycarbonyl)-L-2-phenylglycine C(C)(C)(C)OC(=O)N[C@H](C(=O)O)C1=CC=CC=C1